tert-Butyl 3-(piperazin-1-yl)azetidine-1-carboxylate dihydrochloride Cl.Cl.N1(CCNCC1)C1CN(C1)C(=O)OC(C)(C)C